4-(2-hydroxyethyl)-1-piperazineethansulfonic acid OCCN1CCN(CC1)CCS(=O)(=O)O